The molecule is the organosulfate oxoanion that is N-acetylated 6-O-sulfonato-beta-D-glucosamine linked glycosidically to a 3-aminopropyl group. It is a conjugate base of a 3-aminopropyl N-acetyl-6-O-sulfo-beta-D-glucosaminide. CC(=O)N[C@@H]1[C@H]([C@@H]([C@H](O[C@H]1OCCCN)COS(=O)(=O)[O-])O)O